2-(3-(hydroxymethyl)phenyl)propane OCC=1C=C(C=CC1)C(C)C